BrC=1C=CC(=C(C1)CO)N1C[C@H](CC1)NC=1SC=C(N1)C(F)(F)F (S)-(5-bromo-2-(3-(4-(trifluoromethyl)thiazol-2-ylamino)pyrrolidin-1-yl)phenyl)methanol